COC1=NC=C(C=C1S(=O)(=O)C1OC2(CC1=O)CCNCC2)C ((2-methoxy-5-methylpyridin-3-yl)sulfonyl)-1-oxa-8-azaspiro[4.5]decan-3-one